2-(4-bromophenyl)-4-ethoxy-6-((2-fluoro-4-(trifluoromethyl)phenyl)carbamoyl)cyclohexane-1-carboxylate BrC1=CC=C(C=C1)C1C(C(CC(C1)OCC)C(NC1=C(C=C(C=C1)C(F)(F)F)F)=O)C(=O)[O-]